1-(prop-2-yn-1-yl)piperazin-2-one hydrochloride Cl.C(C#C)N1C(CNCC1)=O